(5-amino-2-(2-fluoro-6-(pyridin-4-yl)benzyl)-8-(pyridin-4-yl)-[1,2,4]triazolo[1,5-c]pyrimidin-7-yl)benzonitrile NC1=NC(=C(C=2N1N=C(N2)CC2=C(C=CC=C2C2=CC=NC=C2)F)C2=CC=NC=C2)C2=C(C#N)C=CC=C2